2'-hydroxy-[1,1'-biphenyl]-2-sulfonate OC1=C(C=CC=C1)C=1C(=CC=CC1)S(=O)(=O)[O-]